4-{2-[6-(chloromethyl)-1-oxo-4-(trifluoromethyl)-3H-isoindol-2-yl]-6-(ethylamino)pyridin-4-yl}-3-(4-methyl-1,2,4-triazol-3-yl)benzonitrile ClCC1=CC(=C2CN(C(C2=C1)=O)C1=NC(=CC(=C1)C1=C(C=C(C#N)C=C1)C1=NN=CN1C)NCC)C(F)(F)F